C(C1=CC=CC=C1)(=O)ON1C(CCCC1(C)C)(C)C Benzoyloxy-2,2,6,6-tetramethylpiperidine